C(N)(=O)C1CCC(CC1)OC=1C(=CC(=C(C(=O)N[C@H]2[C@H]([C@H]3CC[C@@H]2C3)C(=O)NC3=CC(=CC=C3)S(F)(F)(F)(F)F)C1)OC)F (1S,2S,3R,4R)-3-(5-(((1s,4S)-4-Carbamoylcyclohexyl)oxy)-4-fluoro-2-methoxybenzamido)-N-(3-(pentafluoro-λ6-sulfaneyl)phenyl)bicyclo[2.2.1]heptane-2-carboxamide